OC(CNC1=NC2=CC=C(C=C2C(N1CC1=NN(C=C1)C)=O)S(=O)(=O)NC1(CC1)C)CC 2-{[2-hydroxybutyl]amino}-N-(1-methylcyclopropyl)-3-[(1-methylpyrazol-3-yl)methyl]-4-oxoquinazoline-6-sulfonamide